N-[(1R)-1-[3-(hydroxymethyl)phenyl]ethyl]propionamide OCC=1C=C(C=CC1)[C@@H](C)NC(CC)=O